CC1NCCC2=C(C1)C=CC=C2 2-methyl-2,3,4,5-tetrahydro-1H-benzo[d]azepine